4-(4-((2-(3-ethylbicyclo[1.1.1]pentan-1-yl)-4,4-dimethylcyclohex-1-en-en-1-yl)methyl)piperazin-1-yl)benzoic acid C(C)C12CC(C1)(C2)C2=C(C=CC(C2)(C)C)CN2CCN(CC2)C2=CC=C(C(=O)O)C=C2